CCCCCCCCCCCCCCCCCC(=O)SCCNC(=O)CCNC(=O)[C@@H](C(C)(C)COP(=O)(O)OP(=O)(O)OC[C@@H]1[C@H]([C@H]([C@@H](O1)N2C=NC3=C(N=CN=C32)N)O)OP(=O)(O)O)O The molecule is a long-chain fatty acyl-CoA that results from the formal condensation of the thiol group of coenzyme A with the carboxy group of stearic acid. It has a role as an Escherichia coli metabolite and a mouse metabolite. It is a long-chain fatty acyl-CoA and an 11,12-saturated fatty acyl-CoA. It derives from an octadecanoic acid. It is a conjugate acid of a stearoyl-CoA(4-).